deceneamine C(=CCCCCCCCC)N